C1(=C(C=CC=C1)C1(C2=CC(=CC=C2C2=CC=C3C(=C12)C=CC(=C3)OC)Cl)O)C3=CC=CC=C3 11-([1,1'-biphenyl]-2-yl)-9-chloro-3-methoxy-11H-benzo[a]fluorene-11-ol